8-(chloromethyl)-5-methyl-3-((1-methyl-1H-pyrazol-3-yl)methyl)-3H-pyrido[4',3':4,5]pyrrolo[2,3-d]pyridazin-4(5H)-one ClCC1=CC2=C(N(C=3C(N(N=CC32)CC3=NN(C=C3)C)=O)C)C=N1